Cl.ClC=1C(=NC=CC1SC=1N=CC(=NC1)N1CCC2([C@H]([C@@H](C(C2)=O)C)N)CC1)NC1=NC(=NC=C1)N1CCC(CC1)OC (3S,4S)-8-(5-((3-chloro-2-((2-(4-methoxypiperidin-1-yl)pyrimidin-4-yl)amino)pyridine-4-yl)thio)pyrazin-2-yl)-3-methyl-2-oxo-8-azaspiro[4.5]decane-4-amine hydrochloride